C[C@H]1N(C[C@@H](C1)NC(=O)C=1OC(=CN1)C1=CC(=CC=C1)OC(F)(F)F)C(=O)OC(C)(C)C tertbutyl (2R,4R)-2-methyl-4-(5-(3-(trifluoromethoxy)phenyl)oxazole-2-carboxamido)pyrrolidine-1-carboxylate